thiocyanosuccinimide S(C#N)C1C(=O)NC(C1)=O